C(C)(=O)C1=CN(C2=CC=C(C=C12)C1=CN=NC=C1)CC(=O)N1[C@H](C[C@@H](C1)F)C(=O)NC1C(N(CCC1)C1=C(C=CC=C1)Cl)=O (2R,4S)-1-(2-(3-acetyl-5-(pyridazin-4-yl)-1H-indol-1-yl)acetyl)-N-(1-(2-chlorophenyl)-2-oxopiperidin-3-yl)-4-fluoropyrrolidine-2-carboxamide